3-(4-fluoro-6-methoxy-1-oxoisoindolin-2-yl)piperidine-2,6-dione FC1=C2CN(C(C2=CC(=C1)OC)=O)C1C(NC(CC1)=O)=O